2-hydroxy-2-methyl-1-(4-(2-hydroxyethoxy)phenyl)propan-1-one tert-Butyl-4-hydroxypiperazine-1-carboxylate C(C)(C)(C)OC(=O)N1CCN(CC1)O.OC(C(=O)C1=CC=C(C=C1)OCCO)(C)C